C(C)(C)(C)OC(=O)C1=CC=C(C=C1)C(C=O)N 4-TERTBUTYLOXYCARBONYL-AMINOPHENYLACETALDEHYDE